COC1=CC=C(CN2N=C3C(C=NC=C3C(=O)N)=C2)C=C1 2-(4-methoxybenzyl)-2H-pyrazolo[4,3-c]pyridine-7-carboxamide